C(#N)C=1C=C(C=CC1)C=1N=C(SC1C1=CC(=NC(=C1)C)C)NC(=O)N1CC(C1)O N-[4-(3-cyanophenyl)-5-(2,6-dimethyl-4-pyridinyl)thiazol-2-yl]-3-hydroxy-azetidine-1-carboxamide